BrC1=C(CN(C(OCCCC)=O)C)C=CC=C1 butyl (2-bromobenzyl)(methyl)carbamate